racemic-lysin N[C@@H](CCCCN)C(=O)O |r|